2-Isopropyl-5-(5-methylbenzoxazol-2-yl)phenol C(C)(C)C1=C(C=C(C=C1)C=1OC2=C(N1)C=C(C=C2)C)O